7-((7-methyl-6,7,8,9-tetrahydro-5H-pyrido[3,4-d]azepin-3-yl)amino)-4-(6-methylpyrazolo[1,5-a]pyridin-3-yl)isoindolin-1-one CN1CCC2=C(CC1)C=C(N=C2)NC=2C=CC(=C1CNC(C21)=O)C=2C=NN1C2C=CC(=C1)C